tert-butyl 4-(2-(((5s,8s)-4-(benzyloxy)-3-mesityl-2-oxo-1-oxaspiro[4.5]dec-3-en-8-yl)oxy)ethyl)piperazine-1-carboxylate C(C1=CC=CC=C1)OC1=C(C(OC12CCC(CC2)OCCN2CCN(CC2)C(=O)OC(C)(C)C)=O)C2=C(C=C(C=C2C)C)C